OCCC\C=C/1\C2(CC2)CCN(C1)C(=O)OC(C)(C)C tert-butyl (Z)-4-(4-hydroxybutylidene)-6-azaspiro[2.5]octane-6-carboxylate